COC=1C(=C2C=CNC2=C(C1)C)CN1[C@@H](CC(CC1)N1N=CC=C1)C1=CC=C(C(=O)O)C=C1 4-((2S)-1-((5-methoxy-7-methyl-1H-indol-4-yl)methyl)-4-(1H-pyrazol-1-yl)piperidine-2-yl)benzoic acid